O=C(C(=O)NC=1C2=C(C=NC1)C=NN2)N2[C@H](CC[C@@H](C2)C)C=2C=CC1=C(N=C(S1)[C@H]1CN(CCC1)C)C2 |&1:29| 2-oxo-N-(1H-pyrazolo[4,3-c]pyridin-7-yl)-2-[(2R,5S)-5-methyl-2-[2-[rac-(3R)-1-methyl-3-piperidyl]-1,3-benzothiazol-5-yl]-1-piperidyl]acetamide